O1CCN(CCN(CCOCCN(CCN(CC1)CC(=O)O)CC(=O)O)CC(=O)O)CC(=O)O 2,2',2'',2'''-(1,10-dioxa-4,7,13,16-tetraaza-cyclooctadecane-4,7,13,16-tetrayl)tetraacetic acid